ClC1=C2C(=NC=C1)N(C(=C2)C=2C=NC=C(C2)C(F)(F)F)COCC[Si](C)(C)C 2-[[4-chloro-2-[5-(trifluoromethyl)-3-pyridinyl]pyrrolo[2,3-b]pyridin-1-yl]methoxy]ethyl-trimethyl-silane